CNC1=C(C(N(C2=NC(=CC=C12)C(F)(F)F)C1=C(C=CC=C1)C)=O)C#N 4-(methylamino)-2-oxo-1-(o-tolyl)-7-(trifluoromethyl)-1,2-dihydro-1,8-naphthyridine-3-carbonitrile